Cl.Cl.C(C)OC=1C=CC(=NC1)C=1N(C(=NN1)C1CC(C1)N)C=1C=NC=CC1 (1r,3r)-3-(5-(5-ethoxypyridin-2-yl)-4-(pyridin-3-yl)-4H-1,2,4-triazol-3-yl)cyclobutan-1-amine dihydrochloride